C(#N)[C@H]1N(CSC1)C(CNC(=O)C1=CC=NC2=CC=C(C=C12)N1C(C(CCC1)(C)C)=O)=O (R)-N-(2-(4-Cyanothiazolidin-3-yl)-2-oxoethyl)-6-(3,3-dimethyl-2-oxopiperidin-1-yl)quinoline-4-carboxamide